ClC1=C(C=C(C=C1)N1CCC(CC1)CCC=O)N1C(NC(CC1)=O)=O 3-(1-(4-Chloro-3-(2,4-dioxotetrahydropyrimidin-1(2H)-yl)phenyl)piperidin-4-yl)propanal